ClC=1C=C(C=C(C1)O)C=1OC=C(N1)C1=CC=C(C=C1)OC(F)(F)F 2-(3-Chloro-5-hydroxyphenyl)-4-[4-(trifluoromethoxy)phenyl]-1,3-oxazole